2-(3,7-dioxabicyclo[4.1.0]heptan-6-yl)-6-chloropyridine C12COCCC2(O1)C1=NC(=CC=C1)Cl